3-(4-Chlorophenoxymethyl)-2-{[5-methyl-2-(pyrimidin-2-yl)phenyl]carbonyl}-2-azabicyclo[3.1.1]heptan ClC1=CC=C(OCC2N(C3CC(C2)C3)C(=O)C3=C(C=CC(=C3)C)C3=NC=CC=N3)C=C1